BrC=1NC(=C(N1)C(=O)N)NC(=O)C1=C(C=CC2=CC=CC=C12)OCC 2-bromo-5-(2-ethoxy-1-naphthamido)-1H-imidazole-4-carboxamide